5-bromo-2-(4,4-difluoroazepan-1-yl)-4,6-dimethylnicotinic acid BrC=1C(=NC(=C(C(=O)O)C1C)N1CCC(CCC1)(F)F)C